N1=C(C=CC=C1)N1CCN(CC1)CCCNCCC 3-[4-(pyridin-2-yl)piperazin-1-yl]-N-propyl-1-propylamine